C(N)(OC(C1=NC=CC(=C1)C#CC1=NC(=CC=C1)OC(F)F)C(C)(C)C)=O tert-butyl((4-((6-(difluoromethoxy)pyridin-2-yl) ethynyl)pyridin-2-yl)methyl) carbamate